2-((4-bromophenoxy)methyl)oxetane BrC1=CC=C(OCC2OCC2)C=C1